6-(2-hydroxy-2-methylpropoxy)-4-(6-(6-(neo-pentylsulfonyl)-3,6-diazabicyclo[3.1.1]heptan-3-yl)pyridin-3-yl)pyrazolo[1,5-a]pyridine-3-carbonitrile OC(COC=1C=C(C=2N(C1)N=CC2C#N)C=2C=NC(=CC2)N2CC1N(C(C2)C1)S(=O)(=O)CC(C)(C)C)(C)C